F[C@@H]1[C@@H](C1)C(=O)NC=1N=C2N(C=C(C=C2)C2=C(C=CC(=C2)N2N=CC=C2)C)C1 (1s,2s)-2-fluoro-N-(6-(2-methyl-5-(1H-pyrazol-1-yl)phenyl)imidazo[1,2-a]pyridin-2-yl)cyclopropane-1-carboxamide